FC1=C(C=CC2=C1NC(=N2)C2=CC=C(C=C2)S(=O)(=O)C)C2CCN(CC2)C2CC1CCC(C2)N1C(C)C 7-fluoro-6-(1-(8-isopropyl-8-azabicyclo[3.2.1]oct-3-yl)piperidin-4-yl)-2-(4-(methylsulfonyl)phenyl)-1H-benzo[d]imidazole